C1(CC1)C1=CC2=C(N=C(N=C2)NC=2C=NC(=CC2)N2CCN(CC2)C)N1C1=CC=CC(=N1)N=S(=O)(C)C ((6-(6-cyclopropyl-2-((6-(4-methylpiperazin-1-yl)pyridin-3-yl)amino)-7H-pyrrolo[2,3-d]pyrimidin-7-yl)pyridin-2-yl)imino)dimethyl-λ6-sulfanone